C(C)(C)(C)OC(N([C@H]1CC(CC1)=O)C)=O |r| racemic-methyl-(3-oxocyclopentyl)carbamic acid tert-butyl ester